N-(3-methyl-4-fluorophenyl)-5-((3,5-bistrifluoromethyl-1H-pyrazol-1-yl)methyl)furan-2-carboxamide CC=1C=C(C=CC1F)NC(=O)C=1OC(=CC1)CN1N=C(C=C1C(F)(F)F)C(F)(F)F